N-((2-(6-(2,6-dimethylmorpholino-2,3,3,5,5,6-d6)-4-fluoropyridin-2-yl)-1,6-naphthyridin-7-yl)methyl)-3-((2-hydroxyethyl)sulfonyl)-4-(methyl-d3)benzamide CC1(OC(C(N(C1([2H])[2H])C1=CC(=CC(=N1)C1=NC2=CC(=NC=C2C=C1)CNC(C1=CC(=C(C=C1)C([2H])([2H])[2H])S(=O)(=O)CCO)=O)F)([2H])[2H])([2H])C)[2H]